NC=1SC2=C(N1)C=CC(=C2)O 2-amino-1,3-benzothiazol-6-ol